COCC#CCOC 1,4-dimethoxy-2-butyne